C(C)S(=O)(=O)C=1C=C(C=CC1)C1=CN(C(C=2N1C=NC2)=O)C 5-(3-ethylsulfonylphenyl)-7-methylimidazo[1,5-a]pyrazin-8-one